4-Methylbenzaldehyde benzoyl hydrazone C(C1=CC=CC=C1)(=O)NN=CC1=CC=C(C=C1)C